ClC1=C(C=C(C=C1)C1=CC(=NC=C1)N(C)C1CC1)CC(C(=O)NC1=CC=C(C=C1)C=1N(C=NC1)C)NC(=O)C=1N(N=CC1)C N-[1-[[2-chloro-5-[2-[cyclopropyl(methyl)amino]-4-pyridyl]phenyl]methyl]-2-[4-(3-methylimidazol-4-yl)anilino]-2-oxo-ethyl]-2-methyl-pyrazole-3-carboxamide